C(=O)C1=C(C=CC=C1)S(=O)(=O)[O-] 2-formylbenzenesulphonate